N-(5-(4-chlorophenyl)-1,3,4-selenadiazol-2-yl)-3-(2-methoxyphenyl)isonicotinamide ClC1=CC=C(C=C1)C1=NN=C([Se]1)NC(C1=C(C=NC=C1)C1=C(C=CC=C1)OC)=O